FC1=C(C=C(C=C1C)C1=C(C=CC=C1C)C)[C@H](CC(=O)O)NC([C@H](CC(C)C)N1C(N=C(C(=C1)CCN1CC(C1)(C)F)CC)=O)=O (S)-3-(4-fluoro-2',5,6'-trimethyl-[1,1'-biphenyl]-3-yl)-3-((S)-2-(4-ethyl-5-(2-(3-fluoro-3-methylazetidin-1-yl)ethyl)-2-oxopyrimidin-1(2H)-yl)-4-methylpentanamido)propanoic acid